ClC1=CC(=CC(=N1)N1CCN(CC1)S(=O)(=O)C1=CC=C(C=C1)N1C(OC(C1)CNC(C)=O)=O)C(F)(F)F N-[[3-[4-[4-[6-chloro-4-(trifluoromethyl)-2-pyridinyl]piperazin-1-yl]sulfonylphenyl]-2-oxo-oxazolidin-5-yl]methyl]acetamide